tert-butyl 4-(3-(2-methyl-2H-indazol-5-yl)-4-oxo-3,4-dihydroquinazolin-7-yl)piperidine-1-carboxylate CN1N=C2C=CC(=CC2=C1)N1C=NC2=CC(=CC=C2C1=O)C1CCN(CC1)C(=O)OC(C)(C)C